C(C)OC(CCNC(=O)C=1C=C2C=NN(C2=CC1)C(CCC)C=1C=NC(=NC1)C1=CC=C(C=C1)C(F)(F)F)=O 3-(1-(1-(2-(4-(trifluoromethyl)phenyl)pyrimidin-5-yl)butyl)-1H-indazole-5-carboxamido)propionic acid ethyl ester